OC1=C(C=CC(=C1)N(C)C)N1N=C2C(=N1)C=CC(=C2)C(=O)OCCCCCCCC 2-(2-hydroxy-4-dimethylaminophenyl)-5-octyloxycarbonyl-2H-benzotriazole